FC=1C=NC(=NC1)NC(CN1C(C2=CC=C3C(=C2C2(CC2)C1)C=CS3)=O)=O N-(5-fluoropyrimidin-2-yl)-2-(6-oxospiro[8H-thieno[3,2-f]isoquinoline-9,1'-cyclopropane]-7-yl)acetamide